OC1CC2(CC(C2)C2NCC(CC2)C)C1 2-(6-hydroxyspiro[3.3]heptan-2-yl)-5-methylpiperidine